FC(C#C[Si](C(C)C)(C(C)C)C(C)C)(F)C1=NC(=CC=C1)OC 2-(1,1-Difluoro-3-(triisopropylsilyl)prop-2-yn-1-yl)-6-methoxypyridine